tert-butyl 5-(2-fluoro-2,3-dihydro-1H-inden-4-yl)-3-iodo-6-methoxy-1H-pyrazolo[4,3-b]pyridine-1-carboxylate FC1CC2=CC=CC(=C2C1)C1=C(C=C2C(=N1)C(=NN2C(=O)OC(C)(C)C)I)OC